3-(((tert-butyldimethylsilyl)oxy)methyl)-11-chloro-8-hydroxy-10-(trifluoromethyl)-3,4-dihydro-[1,4]thiazepino[2,3,4-ij]quinazolin-6(2H)-one [Si](C)(C)(C(C)(C)C)OCC1CN2C(N=C(C3=CC(=C(C(=C23)SC1)Cl)C(F)(F)F)O)=O